CC(CC/C=C(/C)\\CC/C=C(\\C)/CC/C=C(\\C)/CCC=C(C)C)CCOP(=O)([O-])O[C@H]1[C@H]([C@H]([C@@H]([C@H](O1)CO)O)O)O The molecule is an organophosphate oxoanion that is the conjugate base of dolichyl beta-D-mannosyl phosphate, arising from deprotonation of the phosphate OH group; major species at pH 7.3. It is a conjugate base of a dolichyl beta-D-mannosyl phosphate.